CC1=C(C(=C(C1([Hf](C=1CC=2C=C3C(=CC2C1C(C)CC)C=CC=C3)(C)C)C)C)C)C Pentamethylcyclopentadienyl-dimethyl-(1-sec-butyl-benzo[f]indenyl)hafnium